[4-[6-fluoro-5-[[4-methyl-6-(methylamino)pyrimidin-2-yl]amino]-2,3-dihydrobenzofuran-7-yl]cyclohex-3-en-1-yl]carbamic acid tert-butyl ester C(C)(C)(C)OC(NC1CC=C(CC1)C1=C(C(=CC=2CCOC21)NC2=NC(=CC(=N2)C)NC)F)=O